3-(4-(4-chloro-7,7-dimethyl-5-oxo-5,7-dihydroindolo[1,2-a]quinazolin-10-yl)-[1,4'-bipiperidin]-1'-yl)propanoic acid ClC=1C=2C(N=C3N(C2C=CC1)C1=CC(=CC=C1C3(C)C)C3CCN(CC3)C3CCN(CC3)CCC(=O)O)=O